C(C)(C)(C)OC(=O)N1C[C@H](OCC1)C(=O)N1CCN(CC1)C1=NC=C(C=N1)C(F)(F)F (S)-2-(4-(5-(trifluoromethyl)pyrimidin-2-yl)piperazine-1-carbonyl)morpholine-4-carboxylic acid tert-butyl ester